SC(CCC(=O)OC(CCC)OC(CCC(C)S)=O)C butanediol bis(4-mercaptovalerate)